N1C=C(C2=CC=CC=C12)CC(CCCC)NC(=O)C1=CN=C(S1)N1CC=2C(CC1)=NOC2C(F)(F)F N-[1-(1H-indol-3-ylmethyl)pentyl]-2-[3-(trifluoromethyl)-6,7-dihydro-4H-isoxazolo[4,3-c]pyridin-5-yl]thiazole-5-carboxamide